BrC1=CC=C(C=C1)C1=C(C(=NC(=C1)C1=CC=CC=C1)N)C#N 4-(4-bromophenyl)-6-phenyl-2-amino-3-cyanopyridine